3-(5-(1-(4-(1H-pyrrol-1-yl)benzyl)piperidin-4-yl)-1-oxoisoindolin-2-yl)piperidine-2,6-dione N1(C=CC=C1)C1=CC=C(CN2CCC(CC2)C=2C=C3CN(C(C3=CC2)=O)C2C(NC(CC2)=O)=O)C=C1